BrC=1C(=C(C=CC1)C(C(=O)C1=NC=CC=C1)C)F 2-(3-bromo-2-fluoro-phenyl)-1-(2-pyridyl)propan-1-one